[6-(3-cyclopropyl-1,2,4-triazol-1-yl)-2-azaspiro[3.3]heptan-2-yl]-[2-[4-(trifluoromethyl)phenyl]sulfonyl-2,6-diazaspiro[3.3]heptan-6-yl]methanone C1(CC1)C1=NN(C=N1)C1CC2(CN(C2)C(=O)N2CC3(CN(C3)S(=O)(=O)C3=CC=C(C=C3)C(F)(F)F)C2)C1